O1COC2=C1C=CC(=C2)N(C=2C=NC=CC2)C2CCNCC2 N-(benzo[d][1,3]dioxol-5-yl)-N-(piperidin-4-yl)pyridin-3-amine